[Zn].BrC1=CC=C(C=C1)C1=C2NC(=C1)C=C1C=CC(=N1)C=C1C=CC(N1)=CC=1C=CC(N1)=C2 (p-bromophenyl)porphyrin zinc